FC(C=1SC(=CN1)CO)(F)F [2-(Trifluoromethyl)-1,3-thiazol-5-yl]methanol